1-(1-benzylazetidin-3-yl)cyclopropan-1-ol C(C1=CC=CC=C1)N1CC(C1)C1(CC1)O